1-cyclopropyl-N-((6-(hydroxymethyl)-5-(pyrazolo[1,5-a]pyridin-5-yl)-2,3-dihydro-1H-inden-4-yl)carbamoyl)-1H-pyrazole-3-sulfonamide C1(CC1)N1N=C(C=C1)S(=O)(=O)NC(NC1=C2CCCC2=CC(=C1C1=CC=2N(C=C1)N=CC2)CO)=O